N-[(1R)-2,2-difluorocyclopropyl]benzamide FC1([C@@H](C1)NC(C1=CC=CC=C1)=O)F